N1(CCCC1)C(=O)OC(N(CC1=CC=C(C=C1)NC1=CC=C(C=C1)N1CCC(CC1)C(F)(F)F)C(C)(C)C)=O tert-butyl-((4-((4-(4-(trifluoromethyl) piperidin-1-yl) phenyl) amino) benzyl) carbamoyl) pyrrolidine-1-carboxylate